2-bromo-3-chloro-5-nitro-benzoic acid methyl ester COC(C1=C(C(=CC(=C1)[N+](=O)[O-])Cl)Br)=O